C(C)(C)(C)NC(C1=C(C=CC(=C1)NC(CC1=C(C=CC(=C1)Cl)O)=O)F)=O N-tert-butyl-5-[[2-(5-chloro-2-hydroxy-phenyl)acetyl]amino]-2-fluoro-benzamide